O1N=CC=C1CN1CC2C(C1)(CN(C2)C2=NC(=NC=C2)NC=2C=NN(C2)C)C 4-(5-(isoxazol-5-ylmethyl)-3a-methyl-hexahydropyrrolo[3,4-c]pyrrol-2(1H)-yl)-N-(1-methyl-1H-pyrazol-4-yl)pyrimidin-2-amine